bromo-5-chloro-3-((2-(trimethylsilyl)ethoxy)methyl)-3H-imidazo[4,5-b]pyridine BrC1=NC=2C(=NC(=CC2)Cl)N1COCC[Si](C)(C)C